N1=C(C=CC=C1)C=1N=NC(=NN1)C1=NC=CC=C1 L-3,6-di(2-pyridyl)-1,2,4,5-tetrazine